N-(4-(2-isopropoxypropan-2-yl)thiazol-2-yl)-1-((2-methoxypyridin-4-yl)methyl)-1H-pyrrole-2-carboxamide C(C)(C)OC(C)(C)C=1N=C(SC1)NC(=O)C=1N(C=CC1)CC1=CC(=NC=C1)OC